methyl 2-(6-(4-(1-(4-chloro-3-fluorophenyl)-3,3-dimethyl-2,3-dihydro-1H-pyrrolo[3,2-b]pyridine-5-carbonyl)-3,3-dimethylpiperazin-1-yl)pyridin-3-yl)acetate ClC1=C(C=C(C=C1)N1CC(C2=NC(=CC=C21)C(=O)N2C(CN(CC2)C2=CC=C(C=N2)CC(=O)OC)(C)C)(C)C)F